N-ethylmorpholinium acetate C(C)(=O)[O-].C(C)[NH+]1CCOCC1